2-(1-adamantyl)-1-(3-(4-(4-amino-3-(4-phenoxyphenyl)pyrazolo[3,4-d]pyrimidin-1-yl)-[1,4'-bipiperidin]-1'-yl)azetidin-1-yl)ethan-1-one Ethyl-acetate C(C)OC(C)=O.C12(CC3CC(CC(C1)C3)C2)CC(=O)N2CC(C2)N2CCC(CC2)N2CCC(CC2)N2N=C(C=3C2=NC=NC3N)C3=CC=C(C=C3)OC3=CC=CC=C3